4,4''-bis{(naphthalen-1-yl)-(phenyl-d5)amino}-1,1':3',1''-terphenyl C1(=CC=CC2=CC=CC=C12)N(C1=CC=C(C=C1)C1=CC(=CC=C1)C1=CC=C(C=C1)N(C1=C(C(=C(C(=C1[2H])[2H])[2H])[2H])[2H])C1=CC=CC2=CC=CC=C12)C1=C(C(=C(C(=C1[2H])[2H])[2H])[2H])[2H]